FC(CC(O)C=1C=C(C=C2C=CN=CC12)F)(F)F 3,3,3-trifluoro-1-(6-fluoroisoquinolin-8-yl)propan-1-ol